O1[C@@H](COC2=NC=CC=C21)CN2N=C1C3=C(CCC1=C2)OC(=C3C)C(=O)NCC3=CC=C(C=C3)C |r| 2-[(2R/S)-2,3-Dihydro[1,4]dioxino[2,3-b]pyridin-2-ylmethyl]-8-methyl-N-(4-methylbenzyl)-4,5-dihydro-2H-furo[2,3-g]indazol-7-carboxamid